NC([C@H](CCC(=O)OC(C)(C)C)N1C(C2=CC=C(C(=C2C1)F)C[C@H]1OCCC[C@@H]1NC(C)C1CCC1)=O)=O tert-butyl (4S)-5-amino-4-(5-(((2R,3S)-3-((1-cyclobutylethyl)amino)tetrahydro-2H-pyran-2-yl)methyl)-4-fluoro-1-oxoisoindolin-2-yl)-5-oxopentanoate